Cl.CC1(C(NC2=C(O1)C(=NC=N2)N2C[C@@H]1C([C@@H]1C2)NS(=O)(=O)N)=O)C N-((1R,5S,6S)-3-(6,6-dimethyl-7-oxo-7,8-dihydro-6H-pyrimido[5,4-b][1,4]oxazin-4-yl)-3-azabicyclo[3.1.0]hexan-6-yl)sulfamide hydrochloride